CC1=C(C#N)C=CC=C1C(C)NC1=NC=2N(C3=CC=C(C=C13)N1CC3(COC3)C1)C=CN2 2-methyl-3-{1-[7-(2-oxa-6-aza-spiro[3.3]hept-6-yl)-imidazo[1,2-a]quinazolin-5-ylamino]-ethyl}-benzonitrile